C1(=C(C=CC=C1)N1C[C@@H](CC1)CN1CCCCC1)C (3S,4R,5R)-1-(((R)-1-(o-tolyl)pyrrolidin-3-yl)methyl)piperidine